[Cl-].[Cl-].C[Zr](C1C=CC2=CC=3CCCC3C=C12)(C1C=C(C=C1)C)([SiH3])([SiH3])(C)(C)C Tetramethyldisilyl-(3-methyl-cyclopentadienyl)(1,5,6,7-tetrahydro-s-indacenyl)zirconium dichloride